isobutyl (3R,6S,9aS)-8-benzyl-6-((S)-sec-butyl)-3-isopropyl-4,7-dioxohexahydropyrazino[2,1-c][1,2,4]oxadiazine-1(6H)-carboxylate C(C1=CC=CC=C1)N1C[C@@H]2N(O[C@@H](C(N2[C@H](C1=O)[C@@H](C)CC)=O)C(C)C)C(=O)OCC(C)C